(Z)-3-((1H-indol-3-yl)methylene)-1-(((1r,4r)-4-aminocyclohexyl)methyl)-2-oxo-N-(prop-2-yn-1-yl)indole-6-carboxamide hydrochloride Cl.N1C=C(C2=CC=CC=C12)\C=C\1/C(N(C2=CC(=CC=C12)C(=O)NCC#C)CC1CCC(CC1)N)=O